FC(COC1=C(C=C(C(=N1)OC)NS(=O)(=O)C1=CNC2=CC(=CC=C12)C(F)F)F)F N-[6-(2,2-Difluoroethoxy)-5-fluoro-2-methoxypyridin-3-yl]-6-(difluoromethyl)-1H-indol-3-sulfonamid